N[C@H](CC1=C(C2=NC(=CC(=C2S1)NCC=1SC=CC1)Cl)C)CF 2-[(2R)-2-amino-3-fluoropropyl]-5-chloro-3-methyl-N-[(thiophen-2-yl)methyl]thieno[3,2-b]pyridin-7-amine